Cl.FC(C1=CC2=C(N3[C@H](COC2)CNCC3)N=C1)(F)F (S)-3-(trifluoromethyl)-7,7a,8,9,10,11-hexahydro-5H-pyrazino[2,1-c]pyrido[2,3-e][1,4]oxazepine hydrochloride